C1(CC1)C1=NN(C=2C(=NN(C(C21)=O)CC(=O)N[C@@H](C)C2=CC=C(C=C2)C)C)C (S)-2-(3-cyclopropyl-1,7-dimethyl-4-oxo-1,4-dihydro-5H-pyrazolo[3,4-d]pyridazin-5-yl)-N-(1-(p-tolyl)ethyl)acetamide